BrC=1C=C2C(=NC1)C(CC2)NC(=O)C2=CC(=NC=C2)C N-[3-bromo-5h,6h,7h-cyclopenta[b]pyridin-7-yl]-2-methylpyridine-4-carboxamide